FC(C1CCC(CC1)O)(F)F rel-(1r,4r)-4-(trifluoromethyl)cyclohexan-1-ol